α-(acetylamino)-N-[2-bromo-4-(trifluoromethyl)phenyl]-cyclopentaneacetamide C(C)(=O)NC(C(=O)NC1=C(C=C(C=C1)C(F)(F)F)Br)C1CCCC1